[2,6-dimethoxy-4-[5-(1-methylpyrazol-4-yl)benzimidazol-1-yl]phenyl]-(2-phenylazetidin-1-yl)methanone COC1=C(C(=CC(=C1)N1C=NC2=C1C=CC(=C2)C=2C=NN(C2)C)OC)C(=O)N2C(CC2)C2=CC=CC=C2